Naphtho-benzofuran C1=COC=2C1=CC=C1C2C=CC2=CC=CC=C21